COC1=CC=C(C=C1)C=C=C(CCC1=CC=CC=C1)C 1-Methoxy-4-(3-methyl-5-phenyl-1,2-pentadien-1-yl)benzene